C(C)(C)(C)C1=CC(=NO1)NC(=O)NC1=CC=C(C=C1)N1C=NC2=C1C=CC(=C2)OCC2OCCC2 1-(5-tert-butyl-isoxazol-3-yl)-3-{4-[5-(tetrahydrofuran-2-ylmethoxy)-benzimidazol-1-yl]-phenyl}-urea